C(C)(C)(C)OC(=O)N1C(CCCC1)=CCO (2-hydroxyethylidene)piperidine-1-carboxylic acid tert-butyl ester